exo-histamine NCCC1=CNC=N1